O[C@@H]1C[C@@H]([C@H](CC1)NC=1SC2=C(N1)C=CC=C2C=2C=C(C=CC2)C2=CC=C(O2)P(O)(O)=O)C [5-[3-[2-[[(1S,2S,4S)-4-hydroxy-2-methyl-cyclohexyl]amino]-1,3-benzothiazol-7-yl]phenyl]-2-furyl]phosphonic acid